C(C)(=O)OC1=C2C(C(=C(OC2=CC(=C1)OC(C)=O)C1=CC=CC=C1)O)=O 3-hydroxy-4-oxo-2-phenyl-4H-chromene-5,7-diyl diacetate